C(C)OC=1C(=C(C2=CC=CC=C2C1)C)CCNC1=CC=NC=N1 6-[2-(3-ethoxy-1-methyl-naphthalen-2-yl)-ethylamino]-pyrimidin